pentaerythritol-tetrakis(3-(3,5-di-t-butyl-4-hydroxyphenyl) propionate) C(C)(C)(C)C=1C=C(C=C(C1O)C(C)(C)C)CCC(=O)OCC(COC(CCC1=CC(=C(C(=C1)C(C)(C)C)O)C(C)(C)C)=O)(COC(CCC1=CC(=C(C(=C1)C(C)(C)C)O)C(C)(C)C)=O)COC(CCC1=CC(=C(C(=C1)C(C)(C)C)O)C(C)(C)C)=O